NC1=NC(=C(C=C1C=1C=C2CCNC(C2=CC1)=O)C1=CC(=C(C=C1)OC1CCN(CC1)CC(F)(F)F)C(F)(F)F)F 6-(2-amino-6-fluoro-5-(4-((1-(2,2,2-trifluoroethyl)piperidin-4-yl)oxy)-3-(trifluoromethyl)phenyl)pyridin-3-yl)-3,4-dihydroisoquinolin-1(2H)-one